FC=1C(=CC2=C(C(NC=3CNCC(C23)=O)=O)C1)F 8,9-difluoro-3,4-dihydrobenzo[c][1,7]naphthyridine-1,6(2H,5H)-dione